(Z)-2-((5-(4-Hydroxy-3-(piperazine-1-carbonyl)phenyl)furan-2-yl)methylene)benzo[b]thiophen-3(2H)-one OC1=C(C=C(C=C1)C1=CC=C(O1)\C=C/1\C(C2=C(S1)C=CC=C2)=O)C(=O)N2CCNCC2